ClC1=C(C=CC=C1)CN1N=NC2=C1N=C(N=C2N2CC(CC2)(F)F)SCC 3-[(2-Chlorophenyl)methyl]-7-(3,3-difluoropyrrolidin-1-yl)-5-ethylsulfanyltriazolo[4,5-d]pyrimidine